ClC1=NC=CC=C1N(C(=O)C=1C=NC(=NC1)C1CC1)CC=1C=CC=2C3=C(C(=NC2C1)NCC1=C(C=C(C=C1)OC)OC)COC3 N-(2-chloropyridin-3-yl)-2-cyclopropyl-N-[(4-{[(2,4-dimethoxyphenyl)methyl]amino}-1H,3H-furo[3,4-c]quinolin-7-yl)methyl]pyrimidine-5-carboxamide